SC(C(=O)O)CCC(=O)O 2-Mercaptopentanedioic acid